(2S,4R)-4-((tert-Butyldimethylsilyl)oxy)-2-((methylamino)methyl)pyrrolidine-1-carboxylate [Si](C)(C)(C(C)(C)C)O[C@@H]1C[C@H](N(C1)C(=O)[O-])CNC